FC(C1=CC2=C(N3[C@@H](COC2)CNCC3)N=C1)(F)F (R)-3-(Trifluoromethyl)-7a,8,10,11-tetrahydro-5H-pyrazino[2,1-c]pyrido[2,3-e][1,4]oxazepine